C[C@@H]1CN(C[C@@H](N1C)C)C1=CC=C(N=N1)N |r| (±)-6-((3R,5S)-3,4,5-Trimethyl-piperazin-1-yl)-pyridazin-3-ylamine